FC(C(CN1CCN(CC1)CC1=CC=2N(C=C1)N=CC2N2C(NC(CC2)=O)=O)(C)C)(F)F 1-(5-((4-(3,3,3-trifluoro-2,2-dimethylpropyl)piperazin-1-yl)methyl)pyrazolo[1,5-a]pyridin-3-yl)dihydropyrimidine-2,4(1H,3H)-dione